CC1(CN(CCO1)C1=NC=C(C=N1)C=1C(=CC(=C(C1)NC(=O)C1=CNC(C=C1C(F)(F)F)=O)N1C[C@H](N([C@H](C1)C)C)C)F)C N-[5-[2-(2,2-dimethylmorpholin-4-yl)pyrimidin-5-yl]-4-fluoro-2-[(3R,5S)-3,4,5-trimethylpiperazin-1-yl]phenyl]-6-oxo-4-(trifluoromethyl)-1H-pyridine-3-carboxamide